CC1N(S(C=2N(C1C(=O)[O-])C(C(=C(C2C2=CC(=CC=C2)C(F)(F)F)CC2=CC=CC1=CC=CC=C21)\C=C/C)=O)(=O)=O)C (Z)-methyl-2-methyl-8-(naphthalen-1-ylmethyl)-6-oxo-7-(prop-1-en-1-yl)-9-(3-(trifluoromethyl)phenyl)-3,4-dihydro-2H,6H-pyrido[1,2-e][1,2,5]thiadiazine-4-carboxylate 1,1-dioxide